CC(=O)CC(C1=CC=C(C=C1)[N+](=O)[O-])C2=C(C3=CC=CC=C3OC2=O)O The molecule is a hydroxycoumarin that is warfarin in which the hydrogen at position 4 of the phenyl substituent is replaced by a nitro group. It has a role as an anticoagulant and an EC 1.6.5.2 [NAD(P)H dehydrogenase (quinone)] inhibitor. It is a C-nitro compound, a hydroxycoumarin and a methyl ketone.